methyl 2-(2-bromo-5-methyl-8-oxo-5,8-dihydrospiro[cyclopenta[d][1,2,4]triazolo[1,5-a]pyrimidine-7,4'-piperidin]-4(6H)-yl)acetate hydrochloride Cl.BrC1=NN2C(N(C3=C(C2=O)C2(CCNCC2)CC3C)CC(=O)OC)=N1